phenyl-benzamide C1(=CC=CC=C1)C1=C(C(=O)N)C=CC=C1